(1,3-dioxo-1,3,3a,4,7,7a-hexahydro-2H-4,7-epoxyisoindol-2-yl)-N-(6-(4-(hydroxymethyl)-4-((tris(4-methoxyphenyl)methoxy)methyl)piperidin-1-yl)-6-oxohexyl)acetamide O=C1N(C(C2C3C=CC(C12)O3)=O)CC(=O)NCCCCCC(=O)N3CCC(CC3)(COC(C3=CC=C(C=C3)OC)(C3=CC=C(C=C3)OC)C3=CC=C(C=C3)OC)CO